(difluoro(2-(((3S,6S,10aS)-3-(3-morpholinoazetidine-1-carbonyl)-5-oxodecahydropyrrolo[1,2-a]azocin-6-yl)carbamoyl)benzo[b]thiophen-5-yl)methyl)phosphonic acid FC(C1=CC2=C(SC(=C2)C(N[C@H]2CCCC[C@@H]3N(C2=O)[C@@H](CC3)C(=O)N3CC(C3)N3CCOCC3)=O)C=C1)(F)P(O)(O)=O